(S)-6-(((1-(1-(tert-butyl)piperidin-4-yl)-1H-1,2,3-triazol-4-yl)(2-morpholinothiazol-4-yl)methyl)amino)-8-chloro-4-((3-chloro-4-fluorophenyl)amino)quinoline-3-carbonitrile C(C)(C)(C)N1CCC(CC1)N1N=NC(=C1)[C@H](C=1N=C(SC1)N1CCOCC1)NC=1C=C2C(=C(C=NC2=C(C1)Cl)C#N)NC1=CC(=C(C=C1)F)Cl